N-benzyl-2-(p-tert-butylphenylethynyl)benzamide C(C1=CC=CC=C1)NC(C1=C(C=CC=C1)C#CC1=CC=C(C=C1)C(C)(C)C)=O